CC1=C(C(=CC=C1)C)P(C1=C(C=CC=C1C)C)C1=C(C=CC=C1C)C tris(2,6-dimethylphenyl)phosphine